(Z)-2-(5-(4-hydroxy-3-ethoxybenzylidene)-4-oxo-2-thioxothiazolidin-3-yl)acetic acid OC1=C(C=C(\C=C/2\C(N(C(S2)=S)CC(=O)O)=O)C=C1)OCC